C12CN(CC(NC1)CC2)C2=NC(=NC1=C(C(=C(C=C21)Cl)C2=CC=C(C1=C2N=C(S1)N)F)F)OC[C@]12CCCN2C[C@@H](C1)F 4-(4-(3,6-diazabicyclo-[3.2.2]nonan-3-yl)-6-chloro-8-fluoro-2-(((2R,7aS)-2-fluorotetrahydro-1H-pyrrolizin-7a(5H)-yl)meth-oxy)quinazolin-7-yl)-7-fluorobenzo[d]thiazol-2-amine